N1(N=CC=C1)C1=CC=C(CNC2=CC(=NC=3N2N=CC3C3CC3)NC[C@@H]3[C@H](CNCC3)O)C=C1 (3R,4R)-4-(((7-((4-(1H-pyrazol-1-yl)benzyl)amino)-3-cyclopropylpyrazolo[1,5-a]pyrimidin-5-yl)amino)methyl)piperidin-3-ol